FC1=C(C=CC(=C1F)C=1C(=NN(C1)CCC1=NC(=CC=C1)OC)C)O 2,3-difluoro-4-(1-(2-(6-methoxypyridin-2-yl)ethyl)-3-methyl-1H-pyrazol-4-yl)phenol